C(C)OC(C(CC(C(=O)C1=CC2=CC=CC=C2C=C1)C1=CC=C(C=C1)Cl)F)=O 4-(4-chlorophenyl)-2-fluoro-5-(naphthalen-2-yl)-5-oxopentanoic acid ethyl ester